COC=1C(=CC2=C(OCO2)C1)NC(CN1CCN(CC1)C(=O)OC(C)(C)C)=O tert-Butyl 4-(2-((6-methoxybenzo[d][1,3]dioxol-5-yl)amino)-2-oxoethyl)piperazine-1-carboxylate